2-{[(1S)-1-{4-[4-(4-acryloylpiperazin-1-yl)-1-methylpiperidin-4-yl]phenyl}ethyl]amino}-8-(propan-2-yl)pyrido[2,3-d]pyrimidin-7(8H)-one C(C=C)(=O)N1CCN(CC1)C1(CCN(CC1)C)C1=CC=C(C=C1)[C@H](C)NC=1N=CC2=C(N1)N(C(C=C2)=O)C(C)C